6-[[5-Fluoro-3-(2,2,2-trifluoroethoxy)-2-pyridyl]methoxy]-N-(4-methyl-1,1-dioxo-thian-4-yl)imidazo[1,2-b]pyridazine-2-carboxamide FC=1C=C(C(=NC1)COC=1C=CC=2N(N1)C=C(N2)C(=O)NC2(CCS(CC2)(=O)=O)C)OCC(F)(F)F